6-Fluoro-2-[m-(methylthio)phenyl]-1,2-dihydro-2,3,1-benzodiazaborinin-1-ol FC=1C=CC2=C(C=NN(B2O)C2=CC(=CC=C2)SC)C1